ClC1=NC(=C2N=CN(C2=N1)C)NC=1C(=NN(C1)CCCNC(OCC[Si](C)(C)C)=O)OC 2-trimethylsilylethyl N-[3-[4-[(2-chloro-9-methyl-purin-6-yl) amino]-3-methoxy-pyrazol-1-yl]propyl]carbamate